OC1=CC=C(C=C1)C1=CC(=NN1)NC1=C(C=C(C=C1)O)C 4-((5-(4-hydroxyphenyl)-1H-pyrazol-3-yl)amino)-3-methylphenol